FC=1C=C(COC=2C=C3N(C(N2)=O)CC2N3CCNC2)C=C(C1OC=1C=NC(=CC1)C)F 7-((3,5-Difluoro-4-((6-methylpyridin-3-yl)oxy)benzyl)oxy)-3,4,11,11a-tetrahydro-1H-pyrazino[1',2':3,4]imidazo[1,2-c]pyrimidin-9(2H)-one